S(=O)=NC(=O)N thionylurea